7-bromo-2-chlorothiazolo[4,5-c]pyridine BrC=1C2=C(C=NC1)N=C(S2)Cl